3-((4-((4-((4-(((5-fluoro-4-oxo-2-(((tetrahydro-2H-pyran-4-yl)thio)methyl)-3,4-dihydroquinazolin-7-yl)oxy)methyl)piperidin-1-yl)methyl)cyclohexyl)oxy)phenyl)amino)piperidine-2,6-dione FC1=C2C(NC(=NC2=CC(=C1)OCC1CCN(CC1)CC1CCC(CC1)OC1=CC=C(C=C1)NC1C(NC(CC1)=O)=O)CSC1CCOCC1)=O